(E)-N-acryloyl-N-(4-(2-(4,4-difluorocyclohexyl)vinyl)-5-methoxypyrimidin-2-yl)acrylamide C(C=C)(=O)N(C(C=C)=O)C1=NC=C(C(=N1)\C=C\C1CCC(CC1)(F)F)OC